FC1=C(C=CC(=C1)OC1=C2CCC(C2=CC=C1[N+](=O)[O-])OP(=O)(NCCBr)NCCBr)C1=CC=C(C=C1)F bis((2-bromoethyl)amino)phosphinic acid 4-((2,4'-difluoro-[1,1'-biphenyl]-4-yl) oxy)-5-nitro-2,3-dihydro-1H-inden-1-yl ester